NC1CC2(CC(C2)[C@@H]2N(C[C@H](CC2)C)C(C(=O)NC=2C=C(C(=NC2)NC(OC(C)(C)C)=O)C)=O)C1 |r| rac-tert-butyl (5-(2-((2R,5S)-2-(6-aminospiro[3.3]heptan-2-yl)-5-methylpiperidin-1-yl)-2-oxoacetamido)-3-methylpyridin-2-yl)carbamate